1,3-dithiacyclopentane S1CSCC1